(S)-2-methyl-1-(2,4,6-trihydroxy-3-methylphenyl)butan-1-one C[C@H](C(=O)C1=C(C(=C(C=C1O)O)C)O)CC